α-D-arabinofuranose O[C@@H]1[C@@H](O)[C@H](O)[C@H](O1)CO